The molecule is a class I yanuthone that is yanuthone K in which the double bond at the terminal end of the farnesyl substituent has undergone hydration to afford the corresponding tertiary alcohol. Isolated from the filamentous fungus Aspergillus niger, it shows antifungal activity towards the pathogenic yeast Candida albicans (IC50 = 77.5 +-3.7 muM). It has a role as an Aspergillus metabolite and an antifungal agent. It is an acetate ester, a class I yanuthone and a tertiary amine. It derives from a yanuthone K. CC1=CC(=O)[C@]2([C@@H](C1OC(=O)C)O2)C/C=C(\\C)/CC/C=C(\\C)/CCCC(C)(C)O